[Si](C)(C)(C(C)(C)C)O[C@H]1[C@@H]([C@H](N(C1)C(=O)OCC1=CC=CC=C1)CO)C benzyl (2S,3R,4S)-4-[tert-butyl(dimethyl)silyl]oxy-2-(hydroxymethyl)-3-methyl-pyrrolidine-1-carboxylate